N-((S)-2-((3S,5S)-3-((((9H-fluoren-9-yl)methoxy)carbonyl)(methyl)amino)-5-methyl-2-oxoazepane-1-yl)-3-(4-(trifluoromethyl)phenyl)propanoyl)-N-methylglycine C1=CC=CC=2C3=CC=CC=C3C(C12)COC(=O)N([C@@H]1C(N(CC[C@@H](C1)C)[C@H](C(=O)N(CC(=O)O)C)CC1=CC=C(C=C1)C(F)(F)F)=O)C